5-[10-(5-[4-[(dimethylamino)methyl]-3,5-dimethoxyphenyl]-7-methyl-8-oxo-2,7-naphthyridin-3-yl)-4,7-dioxa-1,10-diazaundecan-1-yl]-2-(2,6-dioxopiperidin-3-yl)isoindole-1,3-dione CN(C)CC1=C(C=C(C=C1OC)C=1C=2C=C(N=CC2C(N(C1)C)=O)N(CCOCCOCCNC=1C=C2C(N(C(C2=CC1)=O)C1C(NC(CC1)=O)=O)=O)C)OC